FC1=CC(=C(C=C1)NC1=C(C(=O)OC)C=CN=C1)C methyl 3-((4-fluoro-2-methylphenyl)-amino)isonicotinate